tert-butyl (4-hydroxy-2-mercapto-9H-pyrido[4',3':4,5]pyrrolo[2,3-d]pyrimidin-8-yl)(methyl)carbamate OC=1C2=C(N=C(N1)S)NC1=C2C=CN=C1N(C(OC(C)(C)C)=O)C